(E)-1-(3-(1H-1,2,3-triazol-4-yl)pyrrolidin-1-yl)-3-(2-((5,6-difluoro-2,3-dihydro-1H-inden-2-yl)amino)pyrimidin-5-yl)prop-2-en-1-one N1N=NC(=C1)C1CN(CC1)C(\C=C\C=1C=NC(=NC1)NC1CC2=CC(=C(C=C2C1)F)F)=O